[N+](=[N-])=CC(=O)OC(C)(C)C T-butyl diazoacetate